2-(3,4,5-trifluorophenyl)carbohydrazide FC=1C=C(C=C(C1F)F)N(N)C(=O)NN